N1CC=NC=CC1=O [1,4]diazepin-7(1H)-one